[1,3]dioxole-4-sulfonamide O1COC(=C1)S(=O)(=O)N